acrylic acid 3,5-dimethyl-8-ethyl-1-adamantyl ester CC12CC3(C(C(CC(C1)(C3)C)C2)CC)OC(C=C)=O